4-(chloromethyl)-N-isopropyl-3-methylpyridin-2-amine hydrochloride Cl.ClCC1=C(C(=NC=C1)NC(C)C)C